3-(4-methanesulfonylphenyl)-6-{4-[1-(propan-2-yl)piperidin-4-yl]phenyl}-1,2-dihydro-quinolin-2-one CS(=O)(=O)C1=CC=C(C=C1)C=1C(NC2=CC=C(C=C2C1)C1=CC=C(C=C1)C1CCN(CC1)C(C)C)=O